(R)-4-(3-(3-Aminopiperidin-1-carbonyl)-1-(4-(trifluoromethyl)phenyl)-1H-pyrazol-5-yl)benzonitril N[C@H]1CN(CCC1)C(=O)C1=NN(C(=C1)C1=CC=C(C#N)C=C1)C1=CC=C(C=C1)C(F)(F)F